COC1CCN(CC1)CCOC=1C(=CC2=C(OC3(CNS2(=O)=O)CC3)N1)C 7'-(2-(4-Methoxypiperidine-1-yl)ethoxy)-8'-methyl-2',3'-dihydrospiro[cyclopropane-1,4'-pyrido[2,3-b][1,4,5]oxathiazepine]-1',1'-dioxide